(R)-7-Fluoro-8-iodo-2,3,3a,4-tetrahydro-1H-benzo[b]pyrrolo[1,2-d][1,4]oxazine-9-carbonitrile FC=1C(=C(C2=C(OC[C@@H]3N2CCC3)C1)C#N)I